N6-ethyl-4-methyl-1,5-naphthyridine-2,6-diamine C(C)NC=1N=C2C(=CC(=NC2=CC1)N)C